C(#N)C1=CC=C(C=C1)N1C(=CC=2C1=NC=C(C2)C(=O)N2CCC(CC2)(F)F)CCC(=O)O 3-(1-(4-cyanophenyl)-5-(4,4-difluoropiperidine-1-carbonyl)-1H-pyrrolo[2,3-b]pyridin-2-yl)propanoic acid